tert-butyl-rel-(6R,7R)-2-oxo-7-({[(CIS)-4-phenylcyclohexyl]oxy}methyl)-3-oxa-1,8-diazaspiro[5.5]undecane-8-carboxylate C(C)(C)(C)OC(=O)N1[C@H]([C@]2(CCOC(N2)=O)CCC1)CO[C@@H]1CC[C@@H](CC1)C1=CC=CC=C1 |o1:8,9|